1-acetyl-N-((R)-1-(naphthalen-2-yl)ethyl)pyrrolidine-2-carboxamide C(C)(=O)N1C(CCC1)C(=O)N[C@H](C)C1=CC2=CC=CC=C2C=C1